C(=O)(OCC1C2=CC=CC=C2C2=CC=CC=C12)N1C(CCCC1)=O Fmocpiperidinone